ClC1=CC=C(C=C1)C=1C(=C(SC1)NC(C1=CC=NC=C1)=O)C(=O)O 4-(4-chlorophenyl)-2-(isonicotinamido)thiophene-3-carboxylic acid